tributyl-[2-(4-pyridyl)-4-(trifluoromethyl)thiazol-5-yl]stannane C(CCC)[Sn](C1=C(N=C(S1)C1=CC=NC=C1)C(F)(F)F)(CCCC)CCCC